FC1=C(N)C=C(C(=C1F)F)Br 2,3,4-trifluoro-5-bromoaniline